(9Z,12Z)-3-(((3-(diethylamino)propoxy)carbonyl)oxy)-2-(((5-heptyldodecanoyl)oxy)methyl)propyloctadeca-9,12-dienoate C(C)N(CCCOC(=O)OCC(COC(CCCCCCC\C=C/C\C=C/CCCCC)=O)COC(CCCC(CCCCCCC)CCCCCCC)=O)CC